COC1=C2NC=3C(=CC=C(C3C(C2=CC=C1)=O)NCCCCCC(=O)O)[N+](=O)[O-] 6-((5-methoxy-4-nitro-9-oxo-9,10-dihydro-acridine-1-yl)amino)caproic acid